1-Butyl-sulfonic acid C(CCC)S(=O)(=O)O